6-nitro-1H-benzo[d][1,2,3]triazole-4-carboxylic acid [N+](=O)([O-])C=1C=C(C2=C(NN=N2)C1)C(=O)O